BrN1C(N(C(NC1=O)=O)Br)=O dibromoIsocyanuric acid